C(C)C(CC1=C(C=CC=C1)OP(=O)([O-])[O-])CCCC 2-(2-ethyl hexyl)phenyl-phosphat